CN(S(=O)(=O)N1CCN(CC1)C)C1=CC=C(C=C1)C1NC(CC2=C1NC1=CC(=CC=C21)F)C(=O)O 1-(4-(N,4-dimethylpiperazine-1-sulfonamido)phenyl)-7-fluoro-2,3,4,9-tetrahydro-1H-pyrido[3,4-b]indole-3-carboxylic acid